3-allyl-4-oxo-3,4-dihydroimidazo[5,1-d][1,2,3,5]tetrazine-8-carboxamide C(C=C)N1N=NC=2N(C1=O)C=NC2C(=O)N